C1(CC1)C1=NC=NC(=C1C1=NC=CC(=N1)O[C@@H](C(F)F)C1=CC=C(C=C1)C=1N(C=C(N1)C(F)(F)F)C)OC |r| Racemic-4-cyclopropyl-5-[4-[2,2-difluoro-1-[4-[1-methyl-4-(trifluoromethyl)imidazol-2-yl]phenyl]ethoxy]pyrimidin-2-yl]-6-methoxy-pyrimidine